FC=1C(=C(C=CC1F)[C@H]1[C@H](O[C@@]([C@@H]1C)(C(F)(F)F)C)C(=O)NC1=CC(=NC=N1)C(=O)N)OC 6-[[(2S,3S,4R,5S)-3-(3,4-difluoro-2-methoxy-phenyl)-4,5-dimethyl-5-(trifluoromethyl)tetrahydrofuran-2-carbonyl]amino]pyrimidine-4-carboxamide